(E)-N-(4-(1-(4-(4-((2-(2,6-dioxopiperidin-3-yl)-1-oxoisoindolin-5-yl)methyl)piperazin-1-yl)benzoyl)piperidin-4-yl)butyl)-3-(pyridin-3-yl)acrylamide O=C1NC(CCC1N1C(C2=CC=C(C=C2C1)CN1CCN(CC1)C1=CC=C(C(=O)N2CCC(CC2)CCCCNC(\C=C\C=2C=NC=CC2)=O)C=C1)=O)=O